BrCCCC[Si](OCCC\C=C/CCCCC)(OCCC\C=C/CCCCC)OCCC\C=C/CCCCC (4-bromobutyl)tris[(4Z)-dec-4-en-1-yloxy]silane